FC(C=1C=NN(C1)C1=CC=C(C(=N1)C(=O)OC)C=1C(=CC2=C(OCCC3=C2SC=C3)C1)C(=O)OCC[Si](C)(C)C)(F)F methyl 6-(4-(trifluoromethyl)-1H-pyrazol-1-yl)-3-(9-((2-(trimethylsilyl)ethoxy)carbonyl)-4,5-dihydrobenzo[b]thieno[2,3-d]oxepin-8-yl)picolinate